(2Z,3E)-3-((2-((1S,4S)-2,5-diazabicyclo[2.2.1]heptane-2-yl)ethoxy)imino)-[2,3'-biindolinylidene]-2'-on [C@@H]12N(C[C@@H](NC1)C2)CCO\N=C/2\C(\NC1=CC=CC=C21)=C/2\C(NC1=CC=CC=C21)=O